2-([1-(2-Chlorophenyl)-5-[3-(Cyclobutylmethoxy)phenyl]-1H-pyrazol-3-yl]methoxy)-2-methylpropanoic acid ClC1=C(C=CC=C1)N1N=C(C=C1C1=CC(=CC=C1)OCC1CCC1)COC(C(=O)O)(C)C